(5-trifluoromethyl-1-phenyl-1H-pyrazol-4-yl)-1,3,4-oxadiazole-2-one FC(C1=C(C=NN1C1=CC=CC=C1)C1=NNC(O1)=O)(F)F